N-{[4-(piperidine-1-sulfonyl)phenyl]methyl}-1H-pyrazolo[3,4-b]pyridine-5-carboxamide N1(CCCCC1)S(=O)(=O)C1=CC=C(C=C1)CNC(=O)C=1C=C2C(=NC1)NN=C2